tert-butyl N-[6-(2-methyl-2H-indazol-5-yl)thiazolo[4,5-b]pyrazin-2-yl]carbamate CN1N=C2C=CC(=CC2=C1)C=1N=C2C(=NC1)N=C(S2)NC(OC(C)(C)C)=O